N-(3-methyloxetan-3-yl)-4-nitrobenzene-1-sulfonamide CC1(COC1)NS(=O)(=O)C1=CC=C(C=C1)[N+](=O)[O-]